N-(6-((2,5-dichloropyrimidin-4-yl)amino)-2,3-dimethylphenyl)methanesulfonamide potassium [K].ClC1=NC=C(C(=N1)NC1=CC=C(C(=C1NS(=O)(=O)C)C)C)Cl